4-(3-amino-2-methylphenyl)-2-vinyl-3-cyanopyridine NC=1C(=C(C=CC1)C1=C(C(=NC=C1)C=C)C#N)C